BrC1=C(C=C(C=C1)I)S(=O)(=O)C1CN(C1)C 3-((2-bromo-5-iodophenyl)sulfonyl)-1-methylazetidine